N-[(1S)-1-(hydroxymethyl)-methylpropyl]-3-({4-[({2-[methyl(methylsulfonyl)amino]pyridin-3-yl}methyl)amino]-5-(trifluoromethyl)pyrimidin-2-yl}amino)benzamide OC[C@](CC)(NC(C1=CC(=CC=C1)NC1=NC=C(C(=N1)NCC=1C(=NC=CC1)N(S(=O)(=O)C)C)C(F)(F)F)=O)C